tert-butyl 5-bromo-2-nitrobenzoate BrC=1C=CC(=C(C(=O)OC(C)(C)C)C1)[N+](=O)[O-]